zinc BenzeneSulfinate C1(=CC=CC=C1)S(=O)[O-].[Zn+2].C1(=CC=CC=C1)S(=O)[O-]